N-(3-Bromopropyl)-phthalimide C1=CC=C2C(=C1)C(=O)N(C2=O)CCCBr